tert-butyl 7-oxo-2-azaspiro[3.3]heptane-2-carboxylate O=C1CCC12CN(C2)C(=O)OC(C)(C)C